FC=1C=C(C=CC1F)C=1N=NN(C1)[C@@H]1[C@H]([C@@H](SC=2C=NC=C(C2)Cl)O[C@@H]([C@@H]1O)CO)O 5-Chloropyridin-3-yl 3-deoxy-3-[4-(3,4-difluorophenyl)-1H-1,2,3-triazol-1-yl]-1-thio-α-D-galactopyranoside